ethyl 1-(aminomethyl)cyclopropylcarboxylate NCC1(CC1)C(=O)OCC